((2R,3S,4R,5R)-5-(4-aminopyrrolo[2,1-f][1,2,4]triazin-7-yl)-5-cyano-3,4-dihydroxytetrahydrofuran-2-yl)methyl ((1-methylcyclopropyl)methyl) carbonate C(OC[C@H]1O[C@@]([C@@H]([C@@H]1O)O)(C#N)C1=CC=C2C(=NC=NN21)N)(OCC2(CC2)C)=O